(R)-2-((1-(2-(isoindolin-2-yl)-3,7-dimethyl-4-oxo-4H-pyrido[1,2-a]pyrimidin-9-yl)ethyl)amino)benzenesulfonamide C1N(CC2=CC=CC=C12)C=1N=C2N(C(C1C)=O)C=C(C=C2[C@@H](C)NC2=C(C=CC=C2)S(=O)(=O)N)C